1-(BUT-3-EN-2-YL)PIPERIDINE-2-CARBALDEHYDE CC(C=C)N1C(CCCC1)C=O